N1(CCCC1)C1CCC(CC1)N1C(NC2=C1C=CC=C2)=O 1-(4-(pyrrolidin-1-yl)cyclohexyl)-1,3-dihydro-2H-benzo[d]imidazol-2-one